BrCCCCCCNC(C1=CC(=C(C(=C1)OC)OC)OC)=O N-(6-bromohexyl)-3,4,5-trimethoxybenzamide